6-(2-(1-trityl-1H-imidazol-4-yl)benzylidene)-7,8-dihydrophthalazin-5(6H)-one C(C1=CC=CC=C1)(C1=CC=CC=C1)(C1=CC=CC=C1)N1C=NC(=C1)C1=C(C=C2C(C=3C=NN=CC3CC2)=O)C=CC=C1